6-(4-fluorophenyl)pyridin-3-ol FC1=CC=C(C=C1)C1=CC=C(C=N1)O